BrC=1C=C2C=CN(C2=CC1)C(=O)NCC1=CC=C(C=C1)S(=O)(=O)N1CCCCC1 5-bromo-N-(4-(piperidin-1-ylsulfonyl)benzyl)-1H-indole-1-carboxamide